Cl.COC(C(C)N1C(C2=C(CC1)C=CS2)CN)=O 2-(7-(Aminomethyl)-4,7-dihydrothieno[2,3-c]pyridin-6(5H)-yl)propanoic acid methyl ester hydrochloride